tert-Butyl 3-{[2-(4-isopropylphenyl)imidazo[1,2-a]pyridin-3-yl]methyl}-3,8-diazabicyclo[3.2.1]octane-8-carboxylate C(C)(C)C1=CC=C(C=C1)C=1N=C2N(C=CC=C2)C1CN1CC2CCC(C1)N2C(=O)OC(C)(C)C